tetrahydroquinolinyl-nitrogen N1(CCCC2=CC=CC=C12)[N]